CNC=1C2=C(N=CN1)N(C=C2)[C@H]2[C@@H]([C@@H]([C@H](C2)CN(C2=CN=CS2)C[C@@H]2CNCCC2)O)O (1R,2S,3R,5R)-3-[4-(methylamino)pyrrolo[2,3-d]pyrimidin-7-yl]-5-({[(3S)-piperidin-3-ylmethyl](1,3-thiazol-5-yl)amino}methyl)cyclopentane-1,2-diol